[Si](C)(C)(C(C)(C)C)OC1C(COC1)N1C(C(=CC2=C1N=C(N=C2)SC)C#N)=O 8-(4-((tert-butyldimethylsilyl)oxy)tetrahydrofuran-3-yl)-2-(methylthio)-7-oxo-7,8-dihydropyrido[2,3-d]pyrimidine-6-carbonitrile